2-(2-chloro-6-fluorophenyl)-4-(2,5-dimethylphenyl)-5-phenyl-1H-imidazole ClC1=C(C(=CC=C1)F)C=1NC(=C(N1)C1=C(C=CC(=C1)C)C)C1=CC=CC=C1